Cl.N[C@H](C(=O)NC1=NC=C(C=C1)SCC1=CC=CC=C1)CC1=CC=CC=C1 (S)-2-amino-N-(5-(benzylthio)pyridin-2-yl)-3-phenylpropanamide hydrochloride